methyl 1-(2-(4-(1-(2,6-dichlorophenyl)azetidin-3-yl)-2-fluorophenyl)-propan-2-yl)piperidine-4-carboxylate ClC1=C(C(=CC=C1)Cl)N1CC(C1)C1=CC(=C(C=C1)C(C)(C)N1CCC(CC1)C(=O)OC)F